BrC=1C=C(C(=O)NC=2C=C3/C(/C(N(C3=CC2)CC2=CC(=C(C=C2)Cl)Cl)=O)=C/C=2NC(=CC2C)C)C=CC1 (Z)-3-bromo-N-(1-(3,4-dichlorobenzyl)-3-((3,5-dimethyl-1H-pyrrol-2-yl)methylene)-2-indolone-5-yl)benzamide